N[C@H](C(=O)NC1=CC(=NN1)C1=C(C(=CC=C1)Cl)F)CC1=CC=C(C=C1)F (S)-2-amino-N-[3-(3-chloro-2-fluorophenyl)-5-1H-pyrazolyl]-3-(4-fluorophenyl)propionamide